C1(CCCCC1)[C@H](C(NC1=CC=CC=C1)=O)N(C(OC(C)(C)C)=O)C tert-butyl (R)-(1-cyclohexyl-2-oxo-2-(phenylamino)ethyl)(methyl)carbamate